C1(CC1)C1=NC(=CC2=C1CNC2=O)C 4-cyclopropyl-6-methyl-1H,2H,3H-pyrrolo[3,4-c]pyridin-1-one